C1(CC1)OC=1C(=CC2=CN(N=C2C1)C1CC(CCC1)=O)I 3-(6-cyclopropoxy-5-iodo-2H-indazol-2-yl)cyclohexane-1-one